CN(CCC1(C(C=C(C(=C1)OC(F)(F)F)NC1=NC=C(C(=N1)C=1C=NN2C1C=CC=C2)C)N)NC)C 1-(2-dimethylaminoethyl)-N1-methyl-N4-{5-methyl-4-pyrazolo[1,5-a]Pyridin-3-ylpyrimidin-2-yl}-5-trifluoromethoxybenzene-1,2,4-triamine